C(C)(C)(C)NCC(CO)O 3-tert-butylamino-1,2-propanediol